C(C)(C)(C)N(C(O)=O)[C@@H](C\C=C/CCC(=O)C1=NOC=C1)C=1N(C=C(N1)Br)COCC[Si](C)(C)C.OCCCC=1C(=C(C(OC1)O)O)O hydroxypropyl-pyrantriol (S,Z)-tert-butyl-(1-(4-bromo-1-((2-(trimethylsilyl)ethoxy)methyl)-1H-imidazol-2-yl)-7-(isoxazol-3-yl)-7-oxohept-3-en-1-yl)carbamate